NC1=C(C=C(C=C1)C=1C=NC=CC1C#N)N1C[C@H](N(C[C@H]1CO)C(=O)OC(C)(C)C)C (2R,5S)-tert-Butyl 4-(2-amino-5-(4-cyanopyridin-3-yl)phenyl)-5-(hydroxymethyl)-2-methylpiperazine-1-carboxylate